4-(3-tert-Butoxycarbonyl-6-chloro-hexyl)piperazine-1-carboxylic acid tert-butyl ester C(C)(C)(C)OC(=O)N1CCN(CC1)CCC(CCCCl)C(=O)OC(C)(C)C